COC(=O)C1=C(SC=C1)NC1=NC(=NC=C1Br)NC1=CC=C(C=C1)OCCN1CCOCC1 2-{5-bromo-2-[4-(2-morpholin-4-ylethoxy)phenylamino]-pyrimidin-4-ylamino}-thiophene-3-carboxylic acid methyl ester